5-(5-((tert-Butoxycarbonyl)(ethyl)amino)-3-fluoropyridin-2-yl)-1-ethyl-1H-pyrazole-4-carboxylic acid ethyl ester C(C)OC(=O)C=1C=NN(C1C1=NC=C(C=C1F)N(CC)C(=O)OC(C)(C)C)CC